8-(8,8-difluoro-2-methyl-2,6-diazaspiro[3.4]octan-6-yl)-6-methyl-N-(1-((1-methyl-1H-pyrazol-4-yl)sulfonyl)piperidin-4-yl)pyrido[3,4-d]pyrimidin-2-amine FC1(CN(CC12CN(C2)C)C2=NC(=CC1=C2N=C(N=C1)NC1CCN(CC1)S(=O)(=O)C=1C=NN(C1)C)C)F